COCCN(C(C)=O)C N-(2-methoxyethyl)-N-methyl-acetamide